tert-butyl N-[5-[[2-[2-(3-chlorophenyl)-5-methyl-1-piperidyl]-2-oxo-acetyl]amino]-3-methyl-2-pyridyl]carbamate ClC=1C=C(C=CC1)C1N(CC(CC1)C)C(C(=O)NC=1C=C(C(=NC1)NC(OC(C)(C)C)=O)C)=O